N-(2-pentyl)-3-(1-piperazinyl)-N-phenylpropionamide trifluoroacetate FC(C(=O)O)(F)F.CC(CCC)N(C(CCN1CCNCC1)=O)C1=CC=CC=C1